(R)-1-(3-methoxy-3-((4-(trifluoromethyl)phenyl)ethynyl)pyrrolidin-1-yl)prop-2-en-1-one CO[C@@]1(CN(CC1)C(C=C)=O)C#CC1=CC=C(C=C1)C(F)(F)F